FC1=C(C(=CC=C1C=1C(NN(C1)CCC(C)C)=O)O)N1CC(NS1(=O)=O)=O 5-(2-fluoro-6-hydroxy-3-(1-isopentyl-3-oxo-2,3-dihydro-1H-pyrazol-4-yl)phenyl)-1,2,5-thiadiazolidin-3-one 1,1-dioxide